8-((4-(benzyl(cyclopropylmethyl)amino)cyclohexyl)(methyl)amino)-5-methyl-6-oxo-5,6-dihydro-1,5-naphthyridine-2-carbonitrile C(C1=CC=CC=C1)N(C1CCC(CC1)N(C1=CC(N(C=2C=CC(=NC12)C#N)C)=O)C)CC1CC1